N-(((4-nitrobenzyl)oxy)carbonyl)-O-((tetrahydro-2H-pyran-4-yl)methyl)-L-threonine [N+](=O)([O-])C1=CC=C(COC(=O)N[C@@H]([C@H](OCC2CCOCC2)C)C(=O)O)C=C1